4-amino-N,3-dimethyl-N-((4S)-7-(trifluoromethyl)-3,4-dihydro-1H-2-benzopyran-4-yl)[1,2]oxazolo[4,5-c]quinoline-8-carboxamide NC1=NC=2C=CC(=CC2C2=C1C(=NO2)C)C(=O)N([C@@H]2COCC1=C2C=CC(=C1)C(F)(F)F)C